FC=1C(=NC=CC1F)N1CCN(CC1)CC=1C=C2CN(C(C2=CC1)=O)C1C(NC(CC1)=O)=O 3-(5-((4-(3,4-difluoropyridin-2-yl)piperazin-1-yl)methyl)-1-oxoisoindolin-2-yl)piperidine-2,6-dione